C1(CC1)CN(C1=CC=C(OC=2N=C(C3=C(N2)C=NC=C3)O)C=C1)C1=CC(=CC=C1)N1CCN(CC1)C 2-(4-((cyclopropylmethyl)(3-(4-methyl-piperazin-1-yl)phenyl)amino)phenoxy)pyrido[3,4-d]pyrimidin-4-ol